8-(1-aminoethyl)-1H-quinolin-2-one NC(C)C=1C=CC=C2C=CC(NC12)=O